5-chloro-4-fluoro-7-methyl-1H-pyrrolo[2,3-c]pyridine-2-carboxylic acid ClC=1C(=C2C(=C(N1)C)NC(=C2)C(=O)O)F